3-(5-phenyl-3,4-dihydropyrazol-2-yl)propanoic acid C1(=CC=CC=C1)C=1CCN(N1)CCC(=O)O